FC(S(=O)(=O)OCCC(F)(F)F)(F)F 3,3,3-trifluoro-propyl trifluoro-methane-sulfonate